7-cyano-2-(3'-(3-((3-hydroxypyrrolidin-1-yl)methyl)-1,7-naphthyridin-8-ylamino)-2,2'-dimethylbiphenyl-3-yl)benzo[d]oxazol C(#N)C1=CC=CC=2N=C(OC21)C=2C(=C(C=CC2)C2=C(C(=CC=C2)NC=2N=CC=C1C=C(C=NC21)CN2CC(CC2)O)C)C